BrC1=C(C=C(C=O)C=C1)Cl 4-bromo-3-chloro-benzaldehyde